N-cyclopropyl-4-(3-(1,3-dimethyl-1H-pyrazol-4-yl)-7,8-dihydro-1,6-naphthyridin-6(5H)-yl)-5,6-dimethylpyrimidin-2-amine C1(CC1)NC1=NC(=C(C(=N1)N1CC=2C=C(C=NC2CC1)C=1C(=NN(C1)C)C)C)C